Cl.C(C)OC([C@@H](NCCCCCCCCCCCC)CCCNC(N)=N)=O laurylarginine ethyl ester hydrochloride